FS(C1=CC=C(NC2=NC=CC=C2C(=O)NNC(OC(C)(C)C)=O)C=C1)(F)(F)(F)F tert-butyl N-[[2-[4-(pentafluoro-λ6-sulfanyl)anilino]pyridine-3-carbonyl]amino]carbamate